3,3-difluoro-1-(5-fluoropyrimidin-2-yl)-4-methyl-piperidine-4-carboxylic acid FC1(CN(CCC1(C(=O)O)C)C1=NC=C(C=N1)F)F